1,3-DIMETHYL-PYRROLIDINE-3-CARBOXYLIC ACID CN1CC(CC1)(C(=O)O)C